FC=1C=CC(=C(CC2=NC(=NO2)[C@@H]2CC23CCN(CC3)S(=O)(=O)N)C1)C(F)(F)F (1R)-1-{5-[5-fluoro-2-(trifluoromethyl)benzyl]-1,2,4-oxadiazol-3-yl}-6-azaspiro[2.5]octane-6-sulfonamide